methyl (2'-(((2S,3R,4R,5R,6R)-3-acetamido-4,5-dihydroxy-6-(hydroxymethyl)tetrahydro-2H-pyran-2-yl)oxy)-[1,1'-biphenyl]-3-yl)carbamate C(C)(=O)N[C@H]1[C@@H](O[C@@H]([C@@H]([C@@H]1O)O)CO)OC1=C(C=CC=C1)C1=CC(=CC=C1)NC(OC)=O